tert-butyl 6-oxo-5,6,6a,7,9,10-hexahydro-8H-pyrazino[1,2-a]pyrido[3,2-e]pyrazine-8-carboxylate O=C1C2N(C3=C(N1)C=CC=N3)CCN(C2)C(=O)OC(C)(C)C